(2R)-8-(1-acetylazetidin-3-yl)oxy-4-[(2R)-3-(3,4-dihydro-1H-isoquinolin-2-yl)-2-hydroxypropyl]-2-methyl-2,3-dihydro-1,4-benzoxazepin-5-one C(C)(=O)N1CC(C1)OC1=CC2=C(C(N(C[C@H](O2)C)C[C@@H](CN2CC3=CC=CC=C3CC2)O)=O)C=C1